C1(=CC=CC=C1)PC(=C)C(=C)PC1=CC=CC=C1 2,3-diphenylphosphino-1,3-butadiene